2-[(R)-1H-benzimidazol-2-yl-(5-fluoro-2-hydroxy-phenyl)methyl]-6-[4-(1-methyl-4-piperidyl)phenyl]isoquinolin-1-one N1C(=NC2=C1C=CC=C2)[C@H](N2C(C1=CC=C(C=C1C=C2)C2=CC=C(C=C2)C2CCN(CC2)C)=O)C2=C(C=CC(=C2)F)O